4-(((1-cyclobutyl-3-methyl-1H-pyrazol-4-yl)oxy)methyl)-1-(4-fluorotetrahydrofuran-3-yl)pyrrolidin-3-amine C1(CCC1)N1N=C(C(=C1)OCC1C(CN(C1)C1COCC1F)N)C